C1(=CC=CC=C1)P(C1=CC=CC=C1)C=1[C-](C=CC1)[Pd-2]([C-]1C(=CC=C1)P(C1=CC=CC=C1)C1=CC=CC=C1)(Cl)Cl.[CH-]1C=CC=C1.[Fe+2].[CH-]1C=CC=C1.[Fe+2] bis(diphenylphosphinoferrocenyl)palladium (II) dichloride